4,5-difluoro-N-[(1S,2S,3S,5R)-2,6,6-trimethylnorpinan-3-yl]-1H-pyrrolo[2,3-b]pyridine-2-carboxamide FC1=C2C(=NC=C1F)NC(=C2)C(=O)N[C@@H]2[C@H]([C@H]1C([C@@H](C2)C1)(C)C)C